CC1=NOC(=C1C=1C=CC2=C(N=C(S2)N2C(CNCC2)=O)C1)C 1-(5-(3,5-Dimethylisoxazol-4-yl)benzo[d]thiazol-2-yl)piperazin-2-one